(5-isopropyl-1-(2,6-dichlorobenzylimidazol-4-yl)methylene)piperazine-2,5-dione C(C)(C)C1=C(N=C(N1)CC1=C(C=CC=C1Cl)Cl)C=C1C(NCC(N1)=O)=O